N-(3-aminopropyl)-1,2-ethylenediamine NCCCNCCN